tris(4-methylphenyl)phosphine dichloride [Cl-].[Cl-].CC1=CC=C(C=C1)P(C1=CC=C(C=C1)C)C1=CC=C(C=C1)C